6-[rac-(3S)-3-methyl-2,3,4,5-tetrahydropyridin-6-yl]indazole C[C@@H]1CN=C(CC1)C1=CC=C2C=NNC2=C1 |r|